NC1=NNC2=C1C(=NC(=C2)O)O 3-amino-1H-pyrazolo[4,3-c]pyridine-4,6-diol